[S-]S[S-].[Na+].[Na+] disodium trisulphide